C1(CCC1)NC1=NC2=CC(=CC=C2C=C1)OCC1C(C(C(O1)C#N)O)O 5-(((2-(cyclobutylamino)quinolin-7-yl)oxy)methyl)-3,4-dihydroxytetrahydrofuran-2-carbonitrile